C(CCCCCC)OC(C(C)O)O heptoxy-propan-1,2-diol